3,5-Difluoro-4-[[4-methyl-5-(1-phenylcyclobutyl)-1,2,4-triazol-3-yl]sulfanyl]benzol FC=1C=CC=C(C1SC1=NN=C(N1C)C1(CCC1)C1=CC=CC=C1)F